dipropylene glycol monoEthyl ether C(C)OC(C)COC(C)CO